2-cyclopentyl-N-(2-(2,6-dioxopiperidin-3-yl)-1-oxoisoindolin-5-yl)benzamide formate C(=O)O.C1(CCCC1)C1=C(C(=O)NC=2C=C3CN(C(C3=CC2)=O)C2C(NC(CC2)=O)=O)C=CC=C1